C(C)(C)(C)OC(=O)N1[C@@H](C[C@@H](CC1)C(C(F)(F)F)O)C1=CC=CC=C1.FC1=C(C(=CC=C1)[18F])S(=O)(=O)N1CCN(CC1)S(=O)(=O)C1=CC=C(C=C1)OC |r| 1-((2-fluoro-6-[18F]fluorophenyl)sulfonyl)-4-((4-methoxyphenyl)sulfonyl)piperazine tert-butyl-rac-(2S,4R)-2-phenyl-4-(2,2,2-trifluoro-1-hydroxy-ethyl)piperidine-1-carboxylate